N,N-diethylethanamine CCN(CC)CC.C1=CC(=CC=C1NC(=S)S)S(=O)(=O)N